OCCCCCCCCCCNNC(=O)C1=CC=C(CNC(C2=CC=CC=C2)=O)C=C1 N-(4-(2-(10-hydroxydecyl)hydrazine-1-carbonyl)benzyl)benzamide